(2S)-1,1-difluoro-2-[5-(2-methylphenyl)-1,3,4-oxadiazol-2-yl]-6-azaspiro[2.5]octane-6-sulfonamide FC1([C@@H](C12CCN(CC2)S(=O)(=O)N)C=2OC(=NN2)C2=C(C=CC=C2)C)F